6-(4-methoxybenzyl)-2-(2-methylpropyl)-8-(morpholin-4-yl)pyrido[2,3-e][1,2,4]triazolo[1,5-c]pyrimidin-5(6H)-one COC1=CC=C(CN2C(N3C(C4=C2C=C(C=N4)N4CCOCC4)=NC(=N3)CC(C)C)=O)C=C1